2-(6-((4-(3-methoxyphenyl)-1H-1,2,3-triazol-1-yl)methyl)pyridin-3-yl)-5-(difluoromethyl)-1,3,4-oxadiazole COC=1C=C(C=CC1)C=1N=NN(C1)CC1=CC=C(C=N1)C=1OC(=NN1)C(F)F